(4-carbamoyl-2-hydroxyphenyl)boronic acid C(N)(=O)C1=CC(=C(C=C1)B(O)O)O